6'-ethoxy-N-((2-fluoro-5-methoxybenzyl)oxy)-[3,3'-bipyridine]-5-carboxamide C(C)OC1=CC=C(C=N1)C=1C=NC=C(C1)C(=O)NOCC1=C(C=CC(=C1)OC)F